2-chloro-5-{[(2,2-dimethylpropionyl)amino]methyl}-N-{1-[4-(trifluoromethyl)benzyl]-2H-indazol-4-yl}benzamide ClC1=C(C(=O)NC2=C3CNN(C3=CC=C2)CC2=CC=C(C=C2)C(F)(F)F)C=C(C=C1)CNC(C(C)(C)C)=O